ClC1=NC(=CC=C1N1CCN(CC1)CC=1C=C2NC(C=3N(C2=CC1)C=CC3)=O)C(NC)=O 7-((4-(2-chloro-6-(methylcarbamoyl)pyridin-3-yl)piperazin-1-yl)methyl)pyrrolo[1,2-a]quinoxalin-4(5H)-one